CC1(CC=C(CC1)/C=C/C)C (E)-3-(4,4-dimethylcyclohex-1-en-1-yl)prop-2-en